5-Bromopyrimidin-2(1H)-one BrC=1C=NC(NC1)=O